O(C1=CC=CC=C1)P(=O)(Cl)Cl phenoxyl-phosphoryl chloride